3-(perfluorobutyl)1-propene tin [Sn].FC(C(C(C(F)(F)F)(F)F)(F)F)(CC=C)F